2-chloro-5-fluoro-2',6'-dimethoxy-4,4'-bipyrimidine ClC1=NC=C(C(=N1)C1=NC(=NC(=C1)OC)OC)F